Isoxazole-4,5-diamine O1N=CC(=C1N)N